N-(6-chloro-4-(1-methoxyethyl)-1,5-naphthyridin-3-yl)-N'-(3-(difluoromethyl)-1-methyl-1H-pyrazol-5-yl)urea ClC=1N=C2C(=C(C=NC2=CC1)NC(=O)NC1=CC(=NN1C)C(F)F)C(C)OC